Cis-9-trans-12-tetradecene acetate C(C)(=O)O.CCCCCCCCCCC\C=C/C